6-Methoxy-3-thiophen-3-yl-quinoline COC=1C=C2C=C(C=NC2=CC1)C1=CSC=C1